C1(N(CC(C2=CC=CC=C12)([2H])[2H])C[C@H](CNC(=O)N1C[C@@H](CCC1)N1C(CCCC1)=O)O)([2H])[2H] (R)-N-((S)-3-(3,4-dihydroisoquinolin-2(1H)-yl-1,1,4,4-d4)-2-hydroxypropyl)-2-oxo-[1,3'-bipiperidine]-1'-carboxamide